NC=1C=C(C=CC1)NC1=CC(=NC=2N1N=CC2)NCC2=CC=C(C=C2)OC N7-(3-Aminophenyl)-N5-(4-methoxybenzyl)pyrazolo[1,5-a]pyrimidine-5,7-diamine